(2S,3R)-2-hexadecanoylaminooctadecane-1,3-diol C(CCCCCCCCCCCCCCC)(=O)N[C@@H](CO)[C@@H](CCCCCCCCCCCCCCC)O